C(CCC)C(C(=O)OC(C1=CC(=C(C(=C1)C(C)(C)C)O)C(C)(C)C)(C1C(N(C(CC1)(C)C)C)(C)C)C1C(N(C(CC1)(C)C)C)(C)C)C(=O)[O-] bis-(1,2,2,6,6-pentamethyl piperidyl)-(3',5'-di-tert-butyl-4'-hydroxybenzyl) butylmalonate